4-oxoquinoline-3-carboxylic acid ethyl ester C(C)OC(=O)C1C=NC2=CC=CC=C2C1=O